benzyl 3-bromocyclobutanecarboxylate BrC1CC(C1)C(=O)OCC1=CC=CC=C1